C(C)NC1=NC=CC(=N1)OC1CNCC1 3-((2-(ethylamino)pyrimidin-4-yl)oxy)pyrrolidin